N-[2-methanesulfonyl-5-(2H-1,2,3,4-tetrazol-5-yl)phenyl]-8-(1-methyl-1H-indol-6-yl)quinoxalin CS(=O)(=O)C1=C(C=C(C=C1)C=1N=NNN1)N1CC=NC2=CC=CC(=C12)C1=CC=C2C=CN(C2=C1)C